OCC1CN(CCN1CC(=O)NCC1=CC=C(C=C1)OC)C(CCNC(OCC1=CC=CC=C1)=O)=O Benzyl (3-(3-(hydroxymethyl)-4-(2-((4-methoxybenzyl)amino)-2-oxoethyl)piperazin-1-yl)-3-oxopropyl)carbamate